NC1=NC=CC=C1C1=NC=2C(=NC(=CC2)C2=CC=CC=C2)N1C=1C=C2CC[C@@H](C2=CC1)NC(C1=CC(=C(C(=C1)C=O)O)F)=O N-[(1S)-5-[2-(2-aminopyridin-3-yl)-5-phenylimidazo[4,5-b]pyridin-3-yl]-2,3-dihydro-1H-inden-1-yl]-3-fluoro-5-formyl-4-hydroxybenzamide